ClC=1C=C2C(OCC=3C=C(C=CC3C3=CC(=CC(NS(C(C1O)=C2)(=O)=O)=C3)C3CC3)F)=O 13-chloro-20-cyclopropyl-5-fluoro-14-hydroxy-16,16-dioxo-9-oxa-16λ6-thia-17-azatetracyclo[16.3.1.111,15.02,7]tricosa-1(21),2(7),3,5,11,13,15(23),18(22),19-nonaen-10-one